ClC1=CN=C2N1C=CC(=C2)S(=O)(=O)N(C(C(F)(F)F)C2=CC=C(C=C2)F)CC 3-chloro-N-ethyl-N-(2,2,2-trifluoro-1-(4-fluorophenyl)ethyl)imidazo[1,2-a]pyridine-7-sulfonamide